CC1=C(C(=O)P(=O)(C(C2=C(C=C(C=C2C)C)C)=O)C=2C=C(C=CC2)OC(CCNC2=CC=CC=3C(C4=CC=CC=C4C(C23)=O)=O)=O)C(=CC(=C1)C)C.CO[SiH](OC1=CC=CC=C1)OC dimethoxyphenoxysilane 3-(bis(2,4,6-trimethylbenzoyl)phosphoryl)phenyl-3-((9,10-dioxo-9,10-dihydroanthracen-1-yl)amino)propanoate